t-butyl-4-(4'-{3-[(2H-1,2,3,4-tetrazol-5-yl)methyl]benzamido}-[1,1'-biphenyl]-4-amido)naphthalene-1-carboxylate C(C)(C)(C)OC(=O)C1=CC=C(C2=CC=CC=C12)NC(=O)C1=CC=C(C=C1)C1=CC=C(C=C1)NC(C1=CC(=CC=C1)CC=1N=NNN1)=O